N-(5-((2-(cyclopentylamino)ethyl)carbamoyl)-2-methylpyridin-3-yl)-2-(5,6-dihydro-4H-pyrrolo[1,2-b]pyrazol-3-yl)pyrazolo[5,1-b]thiazole-7-carboxamide C1(CCCC1)NCCNC(=O)C=1C=C(C(=NC1)C)NC(=O)C=1C=NN2C1SC(=C2)C2=C1N(N=C2)CCC1